C(C)(C)(C)OC(NC12CCC(CC1)(C2)CC#N)=O (4-(cyanomethyl)bicyclo[2.2.1]Hept-1-yl)carbamic acid tert-butyl ester